5-(2,6-dichloro-4-nitrophenoxy)-3-fluoro-2-methoxypyridine ClC1=C(OC=2C=C(C(=NC2)OC)F)C(=CC(=C1)[N+](=O)[O-])Cl